3-[1-(3H-Imidazol-4-yl)-meth-(Z)-ylidene]-5-methoxy-1,3-dihydro-indol-2-one N1=CNC(=C1)\C=C\1/C(NC2=CC=C(C=C12)OC)=O